C1(CC1)N1C[C@@H](CCC1)NC(OC(C)(C)C)=O Tert-butyl (R)-(1-cyclopropylpiperidin-3-yl)carbamate